C(C)[C@]1(C(OCC=2C(N3CC=4C(=NC=5C=C(C(=C6C5C4CCC6)CCO)F)C3=CC21)=O)=O)O (S)-9-ethyl-5-fluoro-9-hydroxy-4-(2-hydroxyethyl)-1,2,3,9,12,15-hexahydro-10H,13H-benzo[de]pyrano[3',4':6,7]indolizino[1,2-b]quinoline-10,13-dione